BrC=1C=NN(C1N1CC2=CC=C(C=C2C1=O)C#N)C 2-(4-bromo-1-methyl-1H-pyrazol-5-yl)-3-oxo-2,3-dihydro-1H-isoindole-5-carbonitrile